S([O-])(O)(=O)=O.[Ag+] silver(I) bisulphate